2-(diethylamino)-ethylamine C(C)N(CCN)CC